C1=CN(C(=O)N=C1N)[C@H]2[C@@H]([C@@H]([C@H](O2)COP(=O)(O)O[C@@H]3[C@H](O[C@H]([C@@H]3O)N4C=CC(=NC4=O)N)COP(=O)(O)O[C@@H]5[C@H](O[C@H]([C@@H]5O)N6C=CC(=NC6=O)N)COP(=O)(O)O)O)O.C1=NC2=C(C(=O)N1)N=CN2[C@H]3[C@@H]([C@@H]([C@H](O3)COP(=O)(O)O[C@@H]4[C@H](O[C@H]([C@@H]4O)N5C=NC6=C5N=CNC6=O)COP(=O)(O)O[C@@H]7[C@H](O[C@H]([C@@H]7O)N8C=NC9=C8N=CNC9=O)COP(=O)(O)O)O)O The molecule is a mismatched double-stranded RNA with one strand being a polymer of inosinic acid, the other a polymer of cytidylic acid. It has a role as an immunological adjuvant. It contains a poly(inosinic acid) and a poly(cytidylic acid).